C1(=CC=C(C=C1)S(=O)(=O)CCOCC(=O)OC(C)(C)C)C tert-butyl 2-[2-(p-tolylsulfonyl)ethoxy]acetate